C(#N)N=C(NCCCCCC1CN(CC1)C(=O)C1NCCC1)NC1=CC=NC=C1 2-cyano-1-(5-(1-(2-pyrrolidinylformyl)pyrrolidine-3-yl)pentyl)-3-(4-pyridinyl)guanidine